N1=CC(=CC=C1)N1N=C2C=CC=C(C2=C1)C(=O)O 2-(3-Pyridyl)indazole-4-carboxylic acid